6-Chloro-3-[(1R)-1-(3,6-dimethyl-4-oxo-2-pyrazolo[1,5-a]pyridin-6-yl-chromen-8-yl)ethoxy]pyridine-2-carboxamide ClC1=CC=C(C(=N1)C(=O)N)O[C@H](C)C=1C=C(C=C2C(C(=C(OC12)C=1C=CC=2N(C1)N=CC2)C)=O)C